CC1=CC=C(C=C1)C#CC(=O)O 4-methyl-benzenepropiolic acid